C1(CC1)N1CCC(CC1)N1CCC(CC1)C=1C=C(C2=C(N(C(=N2)C2=CC=C(C=C2)S(=O)(=O)C)C)C1)C 6-(1'-cyclopropyl-[1,4'-bipiperidin]-4-yl)-1,4-dimethyl-2-(4-(methylsulfonyl)phenyl)-1H-benzo[d]imidazole